C(C=C)(=O)N1CC(C1)(F)C(N1C2=C(N(C(C1=O)=O)C=1C(=NC=CC1C)C(C)C)N=C(C(=C2)Cl)C2=C(C=CC=C2O)Cl)([2H])[2H] 1-((1-acryloyl-3-fluoroazetidin-3-yl)methyl-d2)-7-chloro-6-(2-chloro-6-hydroxyphenyl)-4-(2-isopropyl-4-methylpyridin-3-yl)-1,4-dihydropyrido[2,3-b]pyrazine-2,3-dione